CC1=C(C(=CC=C1)C)N1C[C@H](CC1)N1C(N(C=2C(C1)=CN(N2)C)CC2=C(C=CC=C2)C(F)(F)F)=O 5-[(S)-1-(2,6-dimethyl-phenyl)-pyrrolidin-3-yl]-2-methyl-7-(2-trifluoromethyl-benzyl)-2,4,5,7-tetrahydro-pyrazolo[3,4-d]pyrimidin-6-one